N1C(=CC2=CC=CC=C12)CN1CCN(CC1)C=1C=COC1 4-[4-(1H-indol-2-ylmethyl)piperazin-1-yl]furan